bis(methoxythiocarbonyl)tetrasulfide COC(=S)SSSSC(=S)OC